(5-((3-cyano-4-fluorophenyl)carbamoyl)-1,2,4-trimethyl-1H-pyrrol-3-yl)-2-oxoacetic acid C(#N)C=1C=C(C=CC1F)NC(=O)C1=C(C(=C(N1C)C)C(C(=O)O)=O)C